2-Amino-4-(3,5-difluoro-4-(trifluoromethyl)phenyl)butanoic acid NC(C(=O)O)CCC1=CC(=C(C(=C1)F)C(F)(F)F)F